C1(=CC(=CC=C1)C1=NC(=NC(=N1)C1=C(C=CC=C1)Cl)C1=CC=CC=C1)C1=CC=CC=C1 2-([1,1'-biphenyl]-3-yl)-4-(2-chlorophenyl)-6-phenyl-1,3,5-triazine